FC(C1=NC=CC(=C1)C1=NC=C(C(=C1)C(F)F)OC[C@](CC(C)C)(N)C)F (S)-1-((2',4-bis(difluoromethyl)-[2,4'-bipyridin]-5-yl)oxy)-2,4-dimethylpentan-2-amine